9,9'-(2-(4,6-bis(3-(9H-carbazol-9-yl-d8)phenyl-2,4,5,6-d4)-1,3,5-triazin-2-yl)-1,3-phenylene)bis(9H-carbazol-1,2,3,4,5,6,7,8-d8) C1(=C(C(=C(C=2C3=C(C(=C(C(=C3N(C12)C=1C(=C(C(=C(C1[2H])[2H])[2H])C1=NC(=NC(=N1)C1=C(C(=C(C(=C1[2H])[2H])[2H])N1C2=C(C(=C(C(=C2C=2C(=C(C(=C(C12)[2H])[2H])[2H])[2H])[2H])[2H])[2H])[2H])[2H])C1=C(C=CC=C1N1C2=C(C(=C(C(=C2C=2C(=C(C(=C(C12)[2H])[2H])[2H])[2H])[2H])[2H])[2H])[2H])N1C2=C(C(=C(C(=C2C=2C(=C(C(=C(C12)[2H])[2H])[2H])[2H])[2H])[2H])[2H])[2H])[2H])[2H])[2H])[2H])[2H])[2H])[2H])[2H])[2H]